FC1=NN(C2=CC(=C(C=C12)F)/C=C/C(=O)OC)C1OCCCC1 methyl (2E)-3-[3,5-difluoro-1-(oxan-2-yl)indazol-6-yl]prop-2-enoate